C(C)(C)(C)C=1C=C(C=C(C1O)C)CCC(=O)OCCOCCOCCOC(CCC1=CC(=C(C(=C1)C)O)C(C)(C)C)=O triethylene glycol Bis[3-(3-tert-butyl-5-methyl-4-hydroxyphenyl)propionate]